C(C)N1C(N(C(C2=CC(=CC=C12)S(=O)(=O)Cl)=O)CC)=O 1,3-diethyl-2,4-dioxoquinazoline-6-sulfonyl chloride